N-((4-((4-fluorotetrahydro-2H-pyran-4-yl)methoxy)-3-nitrophenyl)sulfonyl)benzamide FC1(CCOCC1)COC1=C(C=C(C=C1)S(=O)(=O)NC(C1=CC=CC=C1)=O)[N+](=O)[O-]